6-(tert-butoxy-carbonylamino)-1-hexanol C(C)(C)(C)OC(=O)NCCCCCCO